C(C)N(CCCOC(=O)OC(CCOC(CCC(OCC(CCC)CCC)OCC(CCC)CCC)=O)CCCCCCCCCCCC)CC.C1(CCCC1)C1=C(C=C(N)C=C1)C(=O)N1CCOCC1 4-cyclopentyl-3-(morpholine-4-carbonyl)aniline 3-(((3-(diethylamino)propoxy)carbonyl)oxy)pentadecyl-4,4-bis((2-propylpentyl)oxy)butanoate